NC=1C=2N(C3=CC(=C(C=C3N1)F)C(=O)N([C@@H]1CC3(C4=CC(=CC=C14)C(F)(F)F)CC3)C)C=NC2 (R)-4-amino-7-fluoro-N-methyl-N-(6'-(trifluoromethyl)-2',3'-dihydrospiro[cyclopropane-1,1'-inden]-3'-yl)imidazo[1,5-a]quinoxaline-8-carboxamide